(4R)-4-AMINO-4-(2-PIPERIDYLPHENYL)BUTANOIC ACID N[C@H](CCC(=O)O)C1=C(C=CC=C1)C1NCCCC1